CC=1N=C2N(N=C(C(=C2C)C)N2CC=3C=C(C=NC3CC2)C2=C(C=C(C(=C2)F)F)F)C(C1)=O 2,8,9-trimethyl-7-(3-(2,4,5-trifluorophenyl)-7,8-dihydro-1,6-naphthyridin-6(5H)-yl)-4H-pyrimido[1,2-b]pyridazin-4-one